N-(4-(1H-benzo[d]imidazol-5-yl)pyrimidin-2-yl)-5-(trifluoromethyl)-1,3,4-thiadiazol-2-amine N1C=NC2=C1C=CC(=C2)C2=NC(=NC=C2)NC=2SC(=NN2)C(F)(F)F